OCC(C)(C)NC1=NC(=C(C(=O)NC2=CC(=CC=C2)C=2OC(=CN2)C)C=C1)N1CCC2(CC2)CC1 6-((1-hydroxy-2-methylpropan-2-yl)amino)-N-(3-(5-methyloxazol-2-yl)phenyl)-2-(6-azaspiro[2.5]oct-6-yl)nicotinamide